2-(1-benzhydryl-piperidin-4-yl)-7-fluoro-1,2,3,4-tetrahydroisoquinoline C(C1=CC=CC=C1)(C1=CC=CC=C1)N1CCC(CC1)N1CC2=CC(=CC=C2CC1)F